C(C)(C)(C)OC(=O)N1CCC2(CCCN2CC=2C(=NN(C2)C(C)C)C2=CC(=CC=C2)N2CCCC2)CC1 1-((1-isopropyl-3-(3-(pyrrolidin-1-yl)phenyl)-1H-pyrazol-4-yl)methyl)-1,8-diazaspiro[4.5]Decane-8-carboxylic acid tert-butyl ester